Methyl 6-(2-chloro-4-methylphenyl)-1H-indazole-4-carboxylate ClC1=C(C=CC(=C1)C)C=1C=C(C=2C=NNC2C1)C(=O)OC